CC1(CCC=2C=CC=C3C(CCN1C23)NCC[C@]2(CCOC3(CCCC3)C2)C2=NC=CC=C2)C 5,5-dimethyl-N-(2-((R)-9-(pyridin-2-yl)-6-oxaspiro[4.5]decan-9-yl)ethyl)-2,3,6,7-tetrahydro-1H,5H-pyrido[3,2,1-ij]quinolin-1-amine